isoeicosane pivalate C(C(C)(C)C)(=O)O.CCCCCCCCCCCCCCCCCC(C)C